Methyl-(S,E)-(1-((1-((5,6-difluoro-4-(3,3,3-trifluoropropyl)-1H-benzo[d]imidazol-2-yl)methyl)-2-oxo-1,2-dihydropyridin-3-yl)amino)-7-(dimethylamino)-1,7-dioxohept-5-en-2-yl)carbamat COC(N[C@H](C(=O)NC=1C(N(C=CC1)CC1=NC2=C(N1)C=C(C(=C2CCC(F)(F)F)F)F)=O)CC\C=C\C(=O)N(C)C)=O